t-butyl ((S)-1-((2R,5'S)-5'-carbamoyl-6-fluoro-3-oxo-3,4-dihydrospiro[benzo[b][1,4]oxazine-2,3'-pyrrolidin]-1'-yl)-3-cyclopropyl-1-oxopropan-2-yl)(methyl)carbamate C(N)(=O)[C@@H]1C[C@@]2(CN1C([C@H](CC1CC1)N(C(OC(C)(C)C)=O)C)=O)C(NC1=C(O2)C=CC(=C1)F)=O